tert-butyl (2-(3,6-dimethoxy-5-propylpyridin-2-yl)ethyl)carbamate COC=1C(=NC(=C(C1)CCC)OC)CCNC(OC(C)(C)C)=O